C(C)(C)(C)OC(=O)N1CCN(CC1)C1=NC=CC(=C1)C1=C(C(=CC(=C1)C(=O)OC)Br)O 4-(4-(3-bromo-2-hydroxy-5-(methoxycarbonyl)phenyl)pyridin-2-yl)piperazine-1-carboxylic acid tert-butyl ester